N-(4-(ethylsulfonyl)benzyl)-7-isobutyl-10H-phenothiazine-2-carboxamide C(C)S(=O)(=O)C1=CC=C(CNC(=O)C2=CC=3NC4=CC=C(C=C4SC3C=C2)CC(C)C)C=C1